N1N=CC(=C1)S(=O)(=O)N pyrazol-4-sulfonamid